BrCC1=CC2=C(OCCCO2)C=C1 7-(bromomethyl)-3,4-dihydro-2H-benzo[b][1,4]dioxepin